N=1C=2C(N=CC1)=CNC2 6H-pyrrolo[3,4-b]pyrazine